C(C)(C)(C)OC(=O)N1N=CC(=C1)CN 4-aminomethyl-pyrazole-1-carboxylic acid tert-butyl ester